(R)-N-(6-(3-(2-ethoxyphenoxy)piperidin-1-yl)pyrazin-2-yl)-4-nitrobenzamide C(C)OC1=C(O[C@H]2CN(CCC2)C2=CN=CC(=N2)NC(C2=CC=C(C=C2)[N+](=O)[O-])=O)C=CC=C1